5-bromo-4-chloro-2-(3,6-dihydro-2H-pyran-4-yl)aniline BrC=1C(=CC(=C(N)C1)C=1CCOCC1)Cl